CC1(CC2(C3=CC=C(C=C13)N)CC(C1=CC(=CC=C12)N)(C)C)C 3,3,3',3'-tetramethyl-2,2',3,3'-tetrahydro-1,1'-spirobi[indene]-5,5'-diamine